tert-Butyl 6-(4-((2-fluoro-4-phenoxyphenyl)amino)pyrido[3,2-d]pyrimidin-6-yl)-1,6-diazaspiro[3.3]heptane-1-carboxylate FC1=C(C=CC(=C1)OC1=CC=CC=C1)NC=1C2=C(N=CN1)C=CC(=N2)N2CC1(CCN1C(=O)OC(C)(C)C)C2